C(C)OC(C(=O)OCC)C ethyl (ethoxy)propionate